bromo-3-hydroxy-3-(trifluoromethyl)-3a,4,6,7-tetrahydro-3H-spiro[benzo[c]isoxazole-5,2'-indene]-1'(3'H)-one BrC1C2(C(C3=CC=CC=C13)=O)CC1C(=NOC1(C(F)(F)F)O)CC2